(S)-3-chloro-4-((3,5-difluoropyridin-2-yl)methoxy)-2'-(2-(3-hydroxyoxetan-3-yl)pyrimidin-4-yl)-5',6-dimethyl-2H-[1,4'-bipyridin]-2-one ClC=1C(N(C(=CC1OCC1=NC=C(C=C1F)F)C)C1=CC(=NC=C1C)C1=NC(=NC=C1)C1(COC1)O)=O